ClC1=C2CCC3(CCC=4C(=NC(=NC4C3)SC)OS(=O)(=O)C(F)(F)F)C2=CC=C1 trifluoromethanesulfonic acid 4-chloro-2'-(methylsulfanyl)-2,3,5',8'-tetrahydro-6'H-spiro[indene-1,7'-quinazoline]-4'-yl ester